COC1=CC(=C(C=C1)C(=O)O)NC(=O)C2=CC=CC=C2 The molecule is a member of the class of benzamides that results from the formal condensation of benzoic acid with the amino group of 4-methoxyanthranilic acid. It is a monocarboxylic acid, a member of benzoic acids and a member of benzamides. It derives from an anthranilic acid. It is a conjugate acid of a N-benzoyl-4-methoxyanthranilate.